4-((2S,4S)-2-((difluoromethoxy)methyl)-4-methoxypyrrolidin-1-yl)benzoic acid methyl ester COC(C1=CC=C(C=C1)N1[C@@H](C[C@@H](C1)OC)COC(F)F)=O